FC(C1=CC=C(OC2=CN=C(C3=CC=CC=C23)CN)C=C1)(F)F [4-{4-(trifluoromethyl)phenoxy}isoquinolin-1-yl]methylamine